4-(Azidomethyl)-1-((2-isopropyl-2'-(methoxymethyl)-[1,1'-biphenyl]-4-yl)methyl)piperidine N(=[N+]=[N-])CC1CCN(CC1)CC1=CC(=C(C=C1)C1=C(C=CC=C1)COC)C(C)C